(4-Methoxy-2-amino-phenyl)-(4-amino-phenyl)-amine COC1=CC(=C(C=C1)NC1=CC=C(C=C1)N)N